C1=C(C=CC2=CC=CC=C12)C1=CC=C(C=C1)OB(O)O (4-(naphthalen-2-yl)phenyl)boric acid